FC1(CCN(CC1)C1=C(C(=O)NC2=CC(=NC=C2)S(=O)(=O)NC(OC(C)(C)C)=O)C=C(C=N1)N1N=CC=C1)F tert-butyl ((4-(2-(4,4-difluoropiperidin-1-yl)-5-(1H-pyrazol-1-yl)nicotinamido)pyridin-2-yl)sulfonyl)carbamate